1-(5-(butylthio)-4-(3,4-dichlorophenyl)thiazol-2-yl)-3-methyl-4-(2-nitrobenzyl)-1H-pyrazole-5-carboxylic acid C(CCC)SC1=C(N=C(S1)N1N=C(C(=C1C(=O)O)CC1=C(C=CC=C1)[N+](=O)[O-])C)C1=CC(=C(C=C1)Cl)Cl